[O-2].[Ti+4].[Ba+2].[O-2].[O-2] Barium-Titanium oxide